(S)-2-((4-(8-(4-cyano-2-fluorobenzyl)-5,6,7,8-tetrahydro-1,8-naphthyridin-2-yl)piperazin-1-yl)methyl)-1-(oxetan-2-ylmethyl)-1H-benzo[d]imidazole-6-carboxylic acid C(#N)C1=CC(=C(CN2CCCC=3C=CC(=NC23)N2CCN(CC2)CC2=NC3=C(N2C[C@H]2OCC2)C=C(C=C3)C(=O)O)C=C1)F